5-(4-(3-phenyl-3a-(1-phenylvinyl)-6-(sulfamoylamino)-1,3a,4,5,6,6a-hexahydropentalen-2-yl)butoxy)pentanoic acid C1(=CC=CC=C1)C1=C(CC2C(CCC12C(=C)C1=CC=CC=C1)NS(N)(=O)=O)CCCCOCCCCC(=O)O